COC(N[C@H](C(=O)NC=1C(N(C=CC1)CC1=NC2=C(N1)C(=CC(=C2)F)OCC2=C(C=C(C=C2)F)F)=O)CC\C=C\C(=O)N(C)C)=O Methyl-(S,E)-(1-((1-((7-((2,4-difluorobenzyl)oxy)-5-fluoro-1H-benzo[d]imidazol-2-yl)methyl)-2-oxo-1,2-dihydropyridin-3-yl)amino)-7-(dimethylamino)-1,7-dioxohept-5-en-2-yl)carbamat